1-(3-chloro-2-fluorobenzyl)-4-((3-fluoro-6-(thiazol-2-ylamino)pyridin-2-yl)methyl)-2-isopropylpiperidine-4-carboxylic acid ClC=1C(=C(CN2C(CC(CC2)(C(=O)O)CC2=NC(=CC=C2F)NC=2SC=CN2)C(C)C)C=CC1)F